rel-(R)-2-(4-bromo-2-methylbenzo[d][1,3]dioxol-2-yl)-5-chloropyridine BrC1=CC=CC=2O[C@@](OC21)(C)C2=NC=C(C=C2)Cl |o1:7|